C(C)(C)(C)OC(=O)NC1(CC2=CC(=CC=C2CC1)OC1=CC=CC2=CC=CC(=C12)C)C(=O)OC methyl 2-((tert-butoxycarbonyl) amino)-7-((8-methylnaphthalen-1-yl) oxy)-1,2,3,4-tetrahydronaphthalen-2-carboxylate